CC(CBr)C(=C)I 2-methyl-1-bromo-3-iodo-3-butene